Cl.CN(CCCNC(CC)=N)C N-(3-(Dimethylamino)propyl)propionimidamide hydrochloride